S1SCC(C1)CCCCC(=O)O 5-(1,2-dithiolan-4-yl)pentanoic acid